C(CCCCCCCCCCCCC)(=O)N Myristamide